ClC=1C(=C(C=CC1Cl)NC=1C2=C(N=CN1)C=CC(=N2)C21CN(CCC1C2)C(C=C)=O)F 1-(1-(4-((3,4-dichloro-2-fluorophenyl)amino)pyrido[3,2-d]pyrimidin-6-yl)-3-azabicyclo[4.1.0]heptan-3-yl)prop-2-en-1-one